2,3,6,7,10,11-hexaaminobenzophenanthrene NC=1C=C2C=3C=C(C(=CC3C3=C(C2=CC1N)C=C(C(=C3)N)N)N)N